((2R,3S,4R,5R)-3,4-dihydroxy-5-(4-(hydroxyamino)-2-oxopyrimidin-1(2H)-yl)tetrahydrofuran-2-yl)methyl L-valinate hydrochloride Cl.N[C@@H](C(C)C)C(=O)OC[C@H]1O[C@H]([C@@H]([C@@H]1O)O)N1C(N=C(C=C1)NO)=O